ClC=1C(=CC(=C(CN[C@H](CO)C(=O)O)C1)OCC=1C=NC=C(C1)C#N)NCC=1C(=C(C=CC1)C1=CC=CC=C1)C (5-chloro-2-((5-cyanopyridin-3-yl)methoxy)-4-(((2-methyl-[1,1'-biphenyl]-3-yl)methyl)amino)benzyl)-D-serine